C(=C)OCCCCC=1C(=C(C(=C(C1C(=O)[O-])C(=O)[O-])CCCCOC=C)C(=O)[O-])CCCCOC=C tris[4-(vinyloxy)butyl]1,2,4-benzenetricarboxylate